FC1=CC(=CC2=CN(N=C12)C1CCNCC1)C1=CC2=CN(N=C2C(=C1)C#N)C 5-[7-fluoro-2-(4-piperidinyl)indazol-5-yl]-2-methyl-indazol-7-carbonitrile